NC1=CC=C(OC2=CC=C(C(C)(C)C3=CC(=CC=C3)C(C3=CC=C(C=C3)OC3=CC=C(C=C3C)N)(C)C)C=C2)C(=C1)C 1,3-bis[4-(4-amino-6-methylphenoxy)-α,α-dimethylbenzyl]benzene